(2S)-1-((1-(3-chloro-6,7,8,9-tetrahydropyrido[3,2-b]indolizin-7-yl)-2-oxopiperidin-3-yl)oxy)propan ClC1=CC=2C=C3CC(CCN3C2N=C1)N1C(C(CCC1)OCCC)=O